2-chloro-4-(8-(4-(4-((1-(2-(2,6-dioxopiperidin-3-yl)-1,3-dioxoisoindolin-5-yl)-3-methylazetidin-3-yl)methyl)piperazin-1-yl)benzoyl)-2,8-diazaspiro[4.5]decan-2-yl)benzonitrile ClC1=C(C#N)C=CC(=C1)N1CC2(CC1)CCN(CC2)C(C2=CC=C(C=C2)N2CCN(CC2)CC2(CN(C2)C=2C=C1C(N(C(C1=CC2)=O)C2C(NC(CC2)=O)=O)=O)C)=O